BrC=1C=C2/C(/C(NC2=CC1)=O)=C/1\C(N(/C(/S1)=N/C1=CC=C(C=C1)S(=O)(=O)N)C1=CC=C(C=C1)Cl)=O 4-(((Z)-5-((Z)-5-bromo-2-oxoindoline-3-ylidene)-3-(4-chlorophenyl)-4-oxothiazolidin-2-ylidene)amino)benzenesulphonamide